methyl 6-(cyclobutoxy)-1-(p-tolylsulfonyl)pyrrolo[2,3-b]pyridine-2-carboxylate C1(CCC1)OC1=CC=C2C(=N1)N(C(=C2)C(=O)OC)S(=O)(=O)C2=CC=C(C=C2)C